2-(4,6-bis(2,4-dimethylphenyl)-1,3,5-triazine-2-yl)-5-methyloxyphenol CC1=C(C=CC(=C1)C)C1=NC(=NC(=N1)C1=C(C=C(C=C1)C)C)C1=C(C=C(C=C1)OC)O